3-(5-chloro-6-(1-(5-methylpyridin-2-yl)ethoxy)-2-oxobenzo[d]oxazol-3(2H)-yl)-2-methylpropanoic acid ClC=1C(=CC2=C(N(C(O2)=O)CC(C(=O)O)C)C1)OC(C)C1=NC=C(C=C1)C